6-cyclopropyl-2,4-dimethoxypyridine-3-sulfonyl chloride C1(CC1)C1=CC(=C(C(=N1)OC)S(=O)(=O)Cl)OC